C([S-])([S-])[S-] trithio-orthoformate